COC=1C=2N(C=C(C1)C=1C(=NC(=CC1)N1CCNCC1)C)N=CC2C#N 4-methoxy-6-(2-methyl-6-(piperazin-1-yl)pyridin-3-yl)pyrazolo[1,5-a]pyridine-3-carbonitrile